[C-]#N.C(CCCCC)[NH+]1C(=CC=C1)CC 1-hexyl-2-ethylpyrrolium cyanide